CC=1CC2=CC=CC(=C2C1)C1=CC(=CC(=C1)F)F 2-methyl-4-(3,5-difluorophenyl)-indene